NC1=CC=C(C(=N1)C=1C(=C2[C@H](N(C(C2=CC1)=O)C1C(NC(CC1)=O)=O)C)F)C 3-((R)-5-(6-amino-3-methylpyridin-2-yl)-4-fluoro-3-methyl-1-oxoisoindolin-2-yl)piperidine-2,6-dione